2-((1H-benzo[d][1,2,3]triazol-5-yl)methyl)-3-((4-chloro-1-(oxetan-3-yl)-1H-pyrazol-3-yl)methyl)isoindolin-1-one N1N=NC2=C1C=CC(=C2)CN2C(C1=CC=CC=C1C2CC2=NN(C=C2Cl)C2COC2)=O